[O-2].[O-2].[Mn+2].[Zn+2] ZINC MANGANESE-DIOXIDE